S(=O)(=O)(C)OCC=1C=C(C=CC1)CNC(OC(C)(C)C)=O tert-butyl ({m-[(mesyloxy)methyl]phenyl}methyl)carbamate